NCCC(CCCN)CN 1,6-diamino-3-(aminomethyl)hexane